ClC1=C(C=NN(C1=O)C1CCN(CC1)S(=O)(=O)N(C([2H])([2H])[2H])C=1C=NC(=CC1)C#N)NC[C@@]1(COCCC1)F (S)-4-(5-chloro-4-(((3-fluorotetrahydro-2H-pyran-3-yl)methyl)amino)-6-oxopyridazin-1(6H)-yl)-N-(6-cyanopyridin-3-yl)-N-(methyl-d3)piperidine-1-sulfonamide